FC(C1=CC=C(C=C1)C=1C=2N(C=C(N1)C(=O)O)C=CC2)(F)F 1-(4-(trifluoromethyl)phenyl)pyrrolo[1,2-a]pyrazine-3-carboxylic acid